C1(CC1)C1=NC(=C2N1CCN(C2)C(=O)NC)C=2C=CC=C1C=C(N=CC21)C=2C=NC(=CC2)C(NC)=O 3-cyclopropyl-N-methyl-1-(3-(6-(methylcarbamoyl)pyridin-3-yl)isoquinolin-8-yl)-5,6-dihydroimidazo[1,5-a]pyrazine-7(8H)-carboxamide